(S)-N-(2-methyl-5-(2-(2-methylpyrrolidin-1-yl)acetamido)pyridin-3-yl)-2-(phenylethynyl)-1H-pyrrolo[2,3-b]pyridine-5-carboxamide CC1=NC=C(C=C1NC(=O)C=1C=C2C(=NC1)NC(=C2)C#CC2=CC=CC=C2)NC(CN2[C@H](CCC2)C)=O